5-[(2-ethylhexyl)oxy]phenol C(C)C(COC=1C=CC=C(C1)O)CCCC